(E)-tert-Butyl 4-(4-((3-bromoallyl)oxy)benzyl)piperidine-1-carboxylate Br/C=C/COC1=CC=C(CC2CCN(CC2)C(=O)OC(C)(C)C)C=C1